(R)-2-(4-(4-methylpyrazolo[1,5-a]pyridin-2-yl)-1,4,6,7-tetrahydro-5H-imidazo[4,5-c]pyridin-5-yl)-5-(3-methylpyridin-2-yl)-1,3,4-oxadiazole CC=1C=2N(C=CC1)N=C(C2)[C@@H]2N(CCC1=C2N=CN1)C=1OC(=NN1)C1=NC=CC=C1C